N-prop-2-enoyl-N-[4-[3-[4-(trifluoromethyl)anilino]pyrazin-2-yl]phenyl]prop-2-enamide C(C=C)(=O)N(C(C=C)=O)C1=CC=C(C=C1)C1=NC=CN=C1NC1=CC=C(C=C1)C(F)(F)F